2-methyl-N-(1,3,4-oxadiazol-2-yl)-3-[(rac)-methylsulphinyl]-4-(trifluoromethyl)benzamide CC1=C(C(=O)NC=2OC=NN2)C=CC(=C1[S@](=O)C)C(F)(F)F |r|